(E)-3,3-dimethylcyclohexaneacetaldehyde CC1(CC(CCC1)CC=O)C